6-((3S,4R)-1-((3R,4R)-4-((tert-butyldiphenylsilyl)oxy)-3-methyltetrahydrofuran-3-yl)-3-fluoropiperidin-4-yl)-7-chloroisoquinolin-3-amine [Si](C1=CC=CC=C1)(C1=CC=CC=C1)(C(C)(C)C)O[C@@H]1[C@](COC1)(C)N1C[C@H]([C@H](CC1)C=1C=C2C=C(N=CC2=CC1Cl)N)F